4,8-dimethyl-3,4-dihydroquinoxalin-2(1H)-one CN1CC(NC2=C(C=CC=C12)C)=O